N-(4-fluoro-2-(3,4,5-trimethylpiperazin-1-yl)phenyl)-6-oxo-4-(trifluoromethyl)-1,6-dihydropyridine-3-carboxamide FC1=CC(=C(C=C1)NC(=O)C1=CNC(C=C1C(F)(F)F)=O)N1CC(N(C(C1)C)C)C